FC1=CC=C2C(=C(NC2=C1)C)C(=O)NC1=NC(=CC=C1)C1=NN=CN1C(C)C 6-fluoro-N-(6-(4-isopropyl-4H-1,2,4-triazol-3-yl)pyridin-2-yl)-2-methyl-1H-indole-3-carboxamide